CC1(OB(OC1(C)C)C12CCN(CC2C1)C(=O)OCC1=CC=CC=C1)C benzyl 6-(4,4,5,5-tetramethyl-1,3,2-dioxaborolan-2-yl)-3-azabicyclo[4.1.0]heptane-3-carboxylate